BrC1=CC=C(C=C1)C1C(C(C(CC1)C)C(=O)O)C(=O)OC 3-(4-bromophenyl)-2-(methoxycarbonyl)-6-methylcyclohexane-1-carboxylic acid